3-((3-((4,5-Dimethylthiazol-2-yl)carbamoyl)-4-methylphenyl)amino)propanoic acid CC=1N=C(SC1C)NC(=O)C=1C=C(C=CC1C)NCCC(=O)O